OC=1C=C(C(=O)OC2COC3=CC(=CC(=C3C2)O)O)C=C(C1O)O 5,7-dihydroxychroman-3-yl 3,4,5-trihydroxybenzoate